tert-Butyl 5-methyl-1,4-diazepane-1-carboxylate CC1NCCN(CC1)C(=O)OC(C)(C)C